2-Aminoanisole-sulfonic acid NC1(C(C=CC=C1)OC)S(=O)(=O)O